2,4,6-Triisopropylphenylmagnesium bromide C(C)(C)C1=C(C(=CC(=C1)C(C)C)C(C)C)[Mg]Br